6-((3-(2-chloro-3-methylphenyl)-1-(2-fluoroacryloyl)azetidin-3-yl)amino)-3,3-dimethylindolin-2-one ClC1=C(C=CC=C1C)C1(CN(C1)C(C(=C)F)=O)NC1=CC=C2C(C(NC2=C1)=O)(C)C